O[C@@H](COC1=CC=C(C=C1)[C@H]1NC(N(C1=O)[C@H](C(=O)NC1=C(C=C(C=C1)I)F)[C@@H](C)C1=CC=CC=C1)=O)CO (2S,3S)-2-[(4R)-4-[4-[(2R)-2,3-dihydroxypropoxy]phenyl]-2,5-dioxoimidazolidin-1-yl]-N-(2-fluoro-4-iodophenyl)-3-phenylbutyramide